C=1(C(=C(C(=CC1)C(=O)Cl)C(=O)Cl)C(=O)Cl)C1=CC=CC(=C1)C(=O)Cl 5'-biphenyltetra-formyl chloride